(-)-dihydrocodeine CN1CC[C@]23[C@@H]4[C@H]1CC5=C2C(=C(C=C5)OC)O[C@H]3[C@H](CC4)O